(S)-2-(4-(5-(3,5-difluorophenyl)-4,5-dihydro-1H-pyrazole-1-carbonyl)piperazin-1-yl)pyrimidine-4-carboxylic acid methyl ester COC(=O)C1=NC(=NC=C1)N1CCN(CC1)C(=O)N1N=CC[C@H]1C1=CC(=CC(=C1)F)F